COC(C1=C(CN(C(C(C)(C)C)=O)[C@@H](C(=O)OC)C)C=CC=C1)OC (R)-Methyl 2-(N-(2-(dimethoxymethyl)benzyl)pivalamido)propanoate